2-(6-{5-chloro-2-[(oxacyclohex-4-yl)amino]pyrimidin-4-yl}-1-oxo-2,3-dihydro-1H-isoindol-2-yl)-N-(4-methyloxacyclohex-4-yl)acetamide ClC=1C(=NC(=NC1)NC1CCOCC1)C1=CC=C2CN(C(C2=C1)=O)CC(=O)NC1(CCOCC1)C